BrC1=CC=C(CN2C(N(C(C2CCC(=O)NCC2=CC=C(C(=O)NO)C=C2)=O)C2=CC=CC=C2)=O)C=C1 4-((3-(3-(4-bromobenzyl)-2,5-dioxo-1-phenylimidazolin-4-yl)propionamido)methyl)-N-hydroxybenzamide